(2R,4S)-benzyl 2,4-bis(bromomethyl)azetidine-1-carboxylate BrC[C@@H]1N([C@@H](C1)CBr)C(=O)OCC1=CC=CC=C1